C[Si]1(CCC(CC1)NC(=O)C1CC2CCC(C1)N2C(=O)C2=NNC(=C2)C2=CC(=NC=C2F)OC)C N-(1,1-dimethylsilinan-4-yl)-8-(5-(5-fluoro-2-methoxypyridin-4-yl)-1H-pyrazole-3-carbonyl)-8-azabicyclo[3.2.1]octane-3-carboxamide